tert-Butyl 3-(difluoromethyl)-5-((4-(2-(2,3,5-trifluoro-4-((phenylmethyl)sulfonamido)phenoxy)pyridin-3-yl)pyrimidin-2-yl)amino)piperidine-1-carboxylate FC(C1CN(CC(C1)NC1=NC=CC(=N1)C=1C(=NC=CC1)OC1=C(C(=C(C(=C1)F)NS(=O)(=O)CC1=CC=CC=C1)F)F)C(=O)OC(C)(C)C)F